OC1=C(C=C(C=C1)C)C=1N=NN(C1)CC=1C=C2CN(C(C2=CC1)=O)C1C(NC(CC1)=O)=O 3-(5-((4-(2-Hydroxy-5-methylphenyl)-1H-1,2,3-triazol-1-yl)methyl)-1-oxoisoindolin-2-yl)piperidine-2,6-dione